CN(CCCCC(=O)OC(CCC\C=C/CCCCC)C(CCC\C=C/CCCCC)CCC\C=C/CCCCC)C (6Z,16Z)-12-((Z)-dec-4-en-1-yl)docosa-6,16-dien-11-yl 5-(dimethyl-amino)-pentanoate